(2S,4R)-1-(2,2-difluoro-1-methylcyclopropane-1-carbonyl)-4-fluoropyrrolidine-2-carboxylic acid FC1(C(C1)(C(=O)N1[C@@H](C[C@H](C1)F)C(=O)O)C)F